4-(1-(3-((4-butoxyphenyl)sulfonyl)-6-(methylsulfinyl)quinolin-4-yl)piperidin-4-yl)morpholine C(CCC)OC1=CC=C(C=C1)S(=O)(=O)C=1C=NC2=CC=C(C=C2C1N1CCC(CC1)N1CCOCC1)S(=O)C